FC1(CCN(CC1)CC1=CC=2C(=NC=CC2C=2C=C3C(=NNC3=CC2)N)N1)F 5-(2-((4,4-difluoropiperidin-1-yl)methyl)-1H-pyrrolo[2,3-b]pyridine-4-yl)-1H-indazol-3-amine